C1=CC=CC=2C=CC=3N(C=4C=CC=CC4C3C21)C=2C(=C(C=CC2)N(C2=CC=CC1=CC=CC=C21)C2=CC=CC=C2)Br N-(3-(7H-benzo[c]carbazol-7-yl)-2-bromophenyl)-N-phenylnaphthalen-1-amine